CC1C(N(CCC1)C1CNCCC1)=O methyl-2-oxo[1,3'-bipiperidine]